BrC1=CC=C(C=C1)N1CCN(CC1)[C@@H](C)C1CC1 (S)-1-(4-bromophenyl)-4-(1-cyclopropylethyl)piperazine